C(C)N=C(C=CC(C)C)C(C)C 5-(ethylimino)-2,6-dimethylhept-3-ene